CN1N=CC(=C1)N(S(=O)(=O)NC(OC(C)(C)C)=O)C1CCOCC1 tert-butyl N-[(1-methyl-1H-pyrazol-4-yl)(oxan-4-yl)sulfamoyl]carbamate